FC=1C(=C(C=C(C1)CC(C)C)N1CCN(CC1)CC=1SC2=C(N1)C=CC=C2)C=2N=NNN2 2-[[4-[3-fluoro-5-isobutyl-2-(2H-tetrazol-5-yl)phenyl]piperazin-1-yl]-methyl]-1,3-benzo-thiazole